C(C)C1=C(C(=C2C(=N1)CC=1C=CC=CC12)C=1SC=CC1)CC 2,3-diethyl-4-thiophen-2-yl-9H-indeno[2,1-b]pyridine